(3,6-dicyano-9H-carbazol-9-yl)pyridine C(#N)C=1C=CC=2N(C3=CC=C(C=C3C2C1)C#N)C1=NC=CC=C1